BrC=1C=C(C(=C(C#N)C1)Cl)[N+](=O)[O-] 5-bromo-2-chloro-3-nitrobenzonitrile